O1CCN(CC1)C(CC=1SC(=CC1)C(CSC=1C2=C(N=CN1)SC=C2)=O)=O 1-morpholino-2-(5-(2-(thieno[2,3-d]pyrimidin-4-ylthio)acetyl)thiophen-2-yl)ethan-1-one